methyl 5-(4-acetylcyclohexyl)-4-oxo-2-{[2-(trimethylsilyl)ethoxy]methyl}-2H,4H,5H-pyrrolo[3,2-c]pyridine-7-carboxylate C(C)(=O)C1CCC(CC1)N1C(C=2C(C(=C1)C(=O)OC)=NC(C2)COCC[Si](C)(C)C)=O